1-toluenesulfonyl-4-vinyl-1,4-dihydro-2H-benzo[d][1,3]oxazin-2-one C(C1=CC=CC=C1)S(=O)(=O)N1C(OC(C2=C1C=CC=C2)C=C)=O